C(C)(C)(C)C=1C=NN(C1)C1=C(C(=O)OC)C=C(C=C1)NC(=O)C1(CC1)C1=C(C=C(C=C1)OC(F)(F)F)F Methyl 2-(4-tert-butyl-1H-pyrazol-1-yl)-5-[({1-[2-fluoro-4-(trifluoromethoxy) phenyl]cyclopropyl}carbonyl) amino]benzoate